2,4-dimethylstyrene CC1=C(C=C)C=CC(=C1)C